S1C(=CC=C1)C=1C=NC2=C3N=CC(=CC3=CC=C2C1)C=1SC=CC1 3,8-di(thiophene-2-yl)-1,10-phenanthroline